4-hydroxy-1-((S)-3-methyl-2-(4-methyl-1H-1,2,3-triazol-1-yl)butanoyl)pyrrolidine-2-carboxamide OC1CC(N(C1)C([C@H](C(C)C)N1N=NC(=C1)C)=O)C(=O)N